1-(2-((3r,5r,7r)-adamantan-1-yl)ethyl)-3-((5-(4-chloro-phenyl)-1-(2,4-dichlorophenyl)-4-methyl-1H-pyrazol-3-yl)-methyl)urea C12(CC3CC(CC(C1)C3)C2)CCNC(=O)NCC2=NN(C(=C2C)C2=CC=C(C=C2)Cl)C2=C(C=C(C=C2)Cl)Cl